2-(oxan-2-yl)-1,2,3-triazole O1C(CCCC1)N1N=CC=N1